Tert-butyl 3-(5-(1-ethyl-1,4,5,6-tetrahydropyrrolo[3,4-c]pyrazole-5-carbonyl)-7-(2-ethyl-6-methylpyridin-3-yl)-1H-indol-2-yl)-5,6-dihydropyridine-1(2H)-carboxylate C(C)N1N=CC2=C1CN(C2)C(=O)C=2C=C1C=C(NC1=C(C2)C=2C(=NC(=CC2)C)CC)C=2CN(CCC2)C(=O)OC(C)(C)C